C(C)(C)(C)OC(=O)N1[C@@H](C[C@H](C1)O[Si](C)(C)C(C)(C)C)/C(/N)=N/O (2S,4R)-1-tert-butoxycarbonyl-2-((Z)-N'-hydroxycarbamimidoyl)-4-(tert-butyldimethylsilyl)oxytetrahydropyrrole